benzyl (S)-2-(tert-butyl)-4-methylene-5-oxooxazolidine-3-carboxylate C(C)(C)(C)[C@@H]1OC(C(N1C(=O)OCC1=CC=CC=C1)=C)=O